C=C1[C@@H]2[C@H](N([C@H](C1)CC2)C(=O)OC(C)(C)C)C(=O)OCC2=CC=CC=C2 3-benzyl 2-tert-butyl (1S,3S,4R)-5-methylene-2-azabicyclo[2.2.2]octane-2,3-dicarboxylate